CC1CC2N(C3=C(O1)C=C(C=N3)C(F)(F)F)CCNC2 6-methyl-3-(trifluoromethyl)-6,7,7a,8,10,11-hexahydro-9H-pyrazino[1,2-d]pyrido[3,2-b][1,4]oxazepin